3-(isoindolin-5-yl)-1,2,4-oxadiazole C1NCC2=CC(=CC=C12)C1=NOC=N1